(4-amino-3,5-difluorophenyl)(8-(4-methoxy-2-(methoxymethyl)-1-methyl-6-(trifluoromethyl)-1H-benzo[d]imidazol-5-yl)-1-(methylamino)indolizin-3-yl)methanone NC1=C(C=C(C=C1F)C(=O)C1=CC(=C2C(=CC=CN12)C1=C(C2=C(N(C(=N2)COC)C)C=C1C(F)(F)F)OC)NC)F